6-(3-aminopyrrolidin-1-yl)-2-((2-fluoro-4-((2-(2-fluoro-3-nitrophenyl)propan-2-yl)sulfonyl)phenyl)thio)-5-methoxy-N-(5-methyl-1H-pyrazol-3-yl)pyrimidin-4-amine NC1CN(CC1)C1=C(C(=NC(=N1)SC1=C(C=C(C=C1)S(=O)(=O)C(C)(C)C1=C(C(=CC=C1)[N+](=O)[O-])F)F)NC1=NNC(=C1)C)OC